(tetrahydro-2H-pyran-4-yl)-2-(trifluoromethyl)piperazin O1CCC(CC1)N1C(CNCC1)C(F)(F)F